ClC=1C(=NC(=NC1)N1C[C@H]([C@@H](CC1)NC1=CC=C2C(=NN(C2=C1)C)N1C(NC(C(=C1)F)=O)=O)C)NC=1C=C2CC(N(C2=CC1)C)=O 1-(6-(((3R,4R)-1-(5-chloro-4-((1-methyl-2-oxoindolin-5-yl)amino)pyrimidin-2-yl)-3-methylpiperidin-4-yl)amino)-1-methyl-1H-indazol-3-yl)-5-fluoropyrimidine-2,4(1H,3H)-dione